[(R)-4-(6-Amino-4-methoxy-pyridin-3-yl)-2-hydroxymethyl-piperazin-1-yl]-[4-methoxy-5-(4-trifluoromethyl-phenyl)-pyridin-2-yl]-methanone NC1=CC(=C(C=N1)N1C[C@@H](N(CC1)C(=O)C1=NC=C(C(=C1)OC)C1=CC=C(C=C1)C(F)(F)F)CO)OC